2-fluorovinylbenzene-carbonate C(O)(O)=O.FC=CC1=CC=CC=C1